C(CCCCC)OC(COC(C(ON)=C(C)C)=O)=O (Isopropylidene)-aminooxyacetic acid-2-(hexyloxy)-2-oxoethylester